(1R,2R,4S,5S,6R,7R)-N-(3,4-dichlorophenyl)-7-(pyrimidin-5-yl)-8-oxatricyclo[3.2.1.02,4]octane-6-carboxamide ClC=1C=C(C=CC1Cl)NC(=O)[C@H]1[C@@H]2[C@H]3C[C@H]3[C@H]([C@H]1C=1C=NC=NC1)O2